C(C)(C)(C)OC(=O)N1C2(CCCC1CC2)COC 1-(methoxymethyl)-8-azabicyclo[3.2.1]octane-8-carboxylic acid tert-butyl ester